tricyanodecene C(#N)C(CCCCCCCC=C)(C#N)C#N